3-dimethylaminopropyl-(trimethoxy)silane decyl-acetate C(CCCCCCCCC)OC(C)=O.CN(CCC[Si](OC)(OC)OC)C